14-(3-(2-(trifluoromethyl)pyridin-4-yl)ureido)tetradecanoic acid FC(C1=NC=CC(=C1)NC(NCCCCCCCCCCCCCC(=O)O)=O)(F)F